C(C)(C)(C)OC(=O)\N=C/1\N(C(CC(N1)(CC)CC)=O)[C@H](CCOC)[C@H]1[C@@H](C1)C(=O)O (1R,2R)-2-((R)-1-((E)-2-((tert-butoxycarbonyl)imino)-4,4-diethyl-6-oxotetrahydropyrimidin-1(2H)-yl)-3-methoxypropyl)cyclopropanecarboxylic acid